C(C)(=O)C1=NN(C2=CC=C(C=C12)C=1C=NC(=NC1)C)CC(=O)N1[C@@H](C[C@H](C1)F)C(=O)NC1=NC(=CC=C1)Cl (2S,4R)-1-(2-(3-acetyl-5-(2-methylpyrimidin-5-yl)-1H-indazol-1-yl)acetyl)-N-(6-chloropyridin-2-yl)-4-fluoropyrrolidine-2-carboxamide